NC1(CCN(CC1)C(=O)OC(C)(C)C)C12CC(C1)C2 tert-butyl 4-amino-4-(1-bicyclo[1.1.1]pentanyl)piperidine-1-carboxylate